C(C)(C)(C)OC(=O)N(C1(CCN(CC1)C=1C2=CN(N=C2C(=C(C1)F)C(=O)O)C)C)C 4-[4-[tert-butoxy-carbonyl(methyl)amino]-4-methyl-1-piperidyl]-6-fluoro-2-methyl-indazole-7-carboxylic acid